(5RS)-2-(4-Methylbenzyl)-5-[(3-oxopyrrolidin-1-yl)carbonyl]-5,6,7,8-tetrahydro[1,2,4]triazolo[4,3-a]pyridin-3(2H)-on CC1=CC=C(CN2N=C3N([C@H](CCC3)C(=O)N3CC(CC3)=O)C2=O)C=C1 |r|